2-(benzothiazol-2-yl)-4-bromoaniline S1C(=NC2=C1C=CC=C2)C2=C(N)C=CC(=C2)Br